tert-butyl 4-[5-(7-fluoro-2-methylindazol-5-yl)thieno[3,2-c]pyrazol-1-yl]piperidine-1-carboxylate FC1=CC(=CC2=CN(N=C12)C)C1=CC=2N(N=CC2S1)C1CCN(CC1)C(=O)OC(C)(C)C